3-(1-methylguanidino)-propanoic acid CN(C(=N)N)CCC(=O)O